COC(=O)C1=CC=2C3=C(C(=NC2C=C1)N)C(=NN3)C.CN(C3(CCC1(CN(C(N1)=O)CC=1N=NN(C1)CC(=O)N)CC3)C3=CC=CC=C3)C cis-2-(4-((8-(dimethylamino)-2-oxo-8-phenyl-1,3-diazaspiro[4.5]decan-3-yl)methyl)-1H-1,2,3-triazol-1-yl)acetamide methyl-4-amino-3-methyl-1H-pyrazolo[4,3-c]quinoline-8-carboxylate